benzylmaleimide C(C1=CC=CC=C1)C=1C(=O)NC(C1)=O